ClC1=C(C=CC(=C1)Cl)[C@@H](C)NC1=NC(=NC=C1OC)N1CCN(CC1)C(=O)OC(C)(C)C tert-butyl 4-[4-[[(1R)-1-(2,4-dichlorophenyl)ethyl]amino]-5-methoxy-pyrimidin-2-yl]piperazine-1-carboxylate